ClC=1C=C2C(=NC(=NC2=C(C1C1=C(C=CC=C1O)F)F)OCCC1CCN(CC1)C(C)C)N1CCN(CC1)C(C=C)=O 1-(4-(6-chloro-8-fluoro-7-(2-fluoro-6-hydroxyphenyl)-2-(2-(1-isopropyl-piperidin-4-yl)ethoxy)quinazolin-4-yl)piperazin-1-yl)prop-2-en-1-one